C(#C)C=1C(=C(C(=NC1)C(=O)NCC(=O)OCC)OCOC)C ethyl (5-ethynyl-3-(methoxymethoxy)-4-methylpicolinoyl)glycinate